ClC1=C(C=C(C=C1)C1(CC=2C(=NC=CC2)N1C1=NC(=CC(=C1)C(F)(F)F)C)C(=O)NC)C (4-chloro-3-methylphenyl)-N-methyl-1-(6-methyl-4-(trifluoromethyl)pyridin-2-yl)-2,3-dihydro-1H-pyrrolo[2,3-b]pyridine-2-carboxamide